C(C1=CC=CC=C1)N(C1CC2=C(N(N=C2CC1)C1=NC=CC=N1)O)C 5-(Benzyl(methyl)amino)-2-(pyrimidin-2-yl)-4,5,6,7-tetrahydro-2H-indazol-3-ol